5-({[(1R)-1-(3-benzoylphenyl)ethyl]amino}sulfonyl)-2-furoic acid C(C1=CC=CC=C1)(=O)C=1C=C(C=CC1)[C@@H](C)NS(=O)(=O)C1=CC=C(O1)C(=O)O